P(=O)(OCCOC(C(=C)C)=O)(OCCOC(C(=C)C)=O)[O-] di(methacryloyloxyethyl) phosphate